Butyl phenylpropionate C1(=CC=CC=C1)C(C(=O)OCCCC)C